1,3,5-trimethyl-hexahydro-s-triazine CN1CN(CN(C1)C)C